FC1(CN(C[C@H]1NC1=NN2C(C(=N1)OC)=C(C=C2)C=2C=CC1=C(N(N=N1)[C@@H](CF)C)C2)C(C)=O)F 1-((R)-3,3-difluoro-4-((5-(1-((R)-1-fluoropropan-2-yl)-1H-benzo[d][1,2,3]triazol-6-yl)-4-methoxypyrrolo[2,1-f][1,2,4]triazin-2-yl)amino)pyrrolidin-1-yl)ethan-1-one